methyl (E)-2-{2-[(3-nitrophenyl) methyloxidomethyl] phenyl}-3-methoxyacrylate [N+](=O)([O-])C=1C=C(C=CC1)CC(C1=C(C=CC=C1)/C(/C(=O)OC)=C\OC)[O-]